[Cl-].[Cl-].CC=1C(C2=CC(=C(C(=C2C1)C1=CC(=CC(=C1)C(C)(C)C)C(C)(C)C)OC)C(C)(C)C)[Zr+2] 2-methyl-4-(3,5-ditert-butylphenyl)-5-methoxy-6-tert-butylindenyl-zirconium dichloride